7-fluoro-2-methyl-5-[2-(4-piperidinyl)pyrazolo[4,3-b]pyridin-5-yl]indazol-6-ol FC1=C(C(=CC2=CN(N=C12)C)C=1C=CC=2C(N1)=CN(N2)C2CCNCC2)O